CC1=NOC(=C1CC1(C2=C(N=C(N1)N)C=C(S2)I)N)C 4-((3,5-dimethylisoxazol-4-yl)methyl)-6-iodothieno[3,2-d]Pyrimidine-2,4-diamine